bis(p-carboxyphenoxyl)propane C(=O)(O)C1=CC=C(OC(C)(C)OC2=CC=C(C=C2)C(=O)O)C=C1